O=C1NC(CCC1N1C(C2=CC=CC(=C2C1=O)NCCCCCC(=O)NCCN1N=CC2=CC(=CC=C12)C(=O)NC1=CC2=C(NC(=N2)CN2[C@H](CCC2)C)C=C1)=O)=O 1-(2-(6-((2-(2,6-dioxopiperidin-3-yl)-1,3-dioxoisoindolin-4-yl)amino)hexanamido)ethyl)-N-(2-(((S)-2-methylpyrrolidin-1-yl)methyl)-1H-benzo[d]imidazol-5-yl)-1H-indazole-5-carboxamide